NC1=C(C(=CC2=C(N(N=C12)C)C)C(F)(F)F)C1=CC=CN2C(=CC(=C12)I)C(=O)C1=CC(=C(C(=C1)F)F)F (8-(7-amino-2,3-dimethyl-5-(trifluoromethyl)-2H-indazol-6-yl)-1-iodoindolizin-3-yl)(3,4,5-trifluorophenyl)methanone